tert-butyl N-methyl-N-((S)-3-oxo-1-phenylpropyl)-L-valinate CN([C@@H](C(C)C)C(=O)OC(C)(C)C)[C@@H](CC=O)C1=CC=CC=C1